COCCN(C1=CC=C(CCNC2=NC=3N(C(=N2)N)N=C(N3)C=3OC=CC3)C=C1)CCOC N5-(4-(bis(2-methoxyethyl)amino)phenethyl)-2-(furan-2-yl)-[1,2,4]triazolo[1,5-a][1,3,5]triazine-5,7-diamine